CC=1C=C2C=C(NC2=CC1)CN 5-methylindole-2-methylamine